(S)-2-(1-aminoethyl)-5-((1-cyclopropyl-1H-pyrazol-4-yl)ethynyl)-3-phenylquinazolin-4(3H)-one N[C@@H](C)C1=NC2=CC=CC(=C2C(N1C1=CC=CC=C1)=O)C#CC=1C=NN(C1)C1CC1